C(CCCCCCCCCCCCCCCCC)C=1C(=C(C(=CC1)C(C)(C)C)O)C(C)(C)C stearyl-2,6-di-tert-butylphenol